2-amino-4-(2-chlorophenyl)pyrimidine-5-carboxylic acid methyl ester COC(=O)C=1C(=NC(=NC1)N)C1=C(C=CC=C1)Cl